C(C)(C)(C)C(C(=O)O)(OS(=O)(=O)C1=CC=C(C)C=C1)C1=CC=CC=C1 tert-butylphenyl-α-(p-toluenesulfonyloxy)-acetic acid